7-Bromo-1,4-dihydroisoquinolin-3(2H)-one BrC1=CC=C2CC(NCC2=C1)=O